P(Cl)(Cl)Cl monophosphorus chloride